CC(C)C[C@@H](C(=O)OC)NC(=O)C1=C(C=C(C=C1)NC[C@H](CS)N)C2=CC=CC3=CC=CC=C32.C(=O)(C(F)(F)F)O N-[[4-(2-(R)-amino-3-mercaptopropyl)amino]-2-naphthylbenzoyl]leucine methyl ester trifluoroacetate salt hydrate